3-(4-(5-(difluoromethyl)-1,3,4-oxadiazole-2-yl)benzyl)-1-(1-(oxetan-3-yl)piperidine-4-yl)-1,3-dihydro-2H-imidazo[4,5-b]pyridine-2-one FC(C1=NN=C(O1)C1=CC=C(CN2C(N(C=3C2=NC=CC3)C3CCN(CC3)C3COC3)=O)C=C1)F